2-(3-formyl-2,5-dimethyl-1H-pyrrol-1-yl)-methylthiophene-3-carbonitrile C(=O)C1=C(N(C(=C1)C)C=1SC=C(C1C#N)C)C